B([O-])([O-])[O-].C(C(=O)O)(=O)[O-].C(C(=O)O)(=O)O.[Na+].C(C(=O)O)(=O)O.[B+3] boron oxalate salt sodium bis(oxalate) borate